COC1=CC(=CC=2OCOC21)C2CNC(N2)=O 5-(4-methoxybenzo[d][1,3]dioxol-6-yl)imidazolidin-2-on